1,3-Difluoro-2-butene FCC=C(C)F